C(CCC)C=1C=C(C(=NC1)C1=CC=C(C=C1)OC)C=1N=C(SC1)C(=O)O 4-(5-butyl-2-(4-methoxyphenyl)pyridin-3-yl)thiazole-2-carboxylic acid